FC=1C(=C(OC2=C(C=C(C(=C2)C(F)(F)F)F)C=2NC=3C=CN=C(C3C(C2)=O)C(=O)N)C=CC1F)OC 2-[2-(3,4-Difluoro-2-methoxy-phenoxy)-5-fluoro-4-(trifluoromethyl)phenyl]-4-oxo-1H-1,6-naphthyridine-5-carboxamide